(R)-N-(4-(4-(4-cyclopropylpiperazin-1-yl)piperidin-1-yl)-2-methoxy-5-nitrophenyl)-6-(3-(3-fluoro-5-(trifluoromethyl)phenyl)isoxazolidin-2-yl)pyrimidin-4-amine C1(CC1)N1CCN(CC1)C1CCN(CC1)C1=CC(=C(C=C1[N+](=O)[O-])NC1=NC=NC(=C1)N1OCC[C@@H]1C1=CC(=CC(=C1)C(F)(F)F)F)OC